C(#N)C1(CC1)NC(=O)C1=C(C(=NC=C1)NC1=C(C=C(C=C1F)C(N=C1NCCN1)=O)C1CC1)F N-(1-cyanocyclopropyl)-2-[(2-cyclopropyl-6-fluoro-4-{[imidazolidin-2-ylidene]carbamoyl}phenyl)amino]-3-fluoropyridine-4-carboxamide